3-(5-(4-(5-(4-(3-(4-fluoro-3-(trifluoromethyl)phenyl)-7-hydroxychroman-4-yl)phenoxy)pentyl)piperazin-1-yl)-1-oxoisoindolin-2-yl)piperidine-2,6-dione FC1=C(C=C(C=C1)C1COC2=CC(=CC=C2C1C1=CC=C(OCCCCCN2CCN(CC2)C=2C=C3CN(C(C3=CC2)=O)C2C(NC(CC2)=O)=O)C=C1)O)C(F)(F)F